2-(2-pyridinyldithio)-ethanamine C1=CC=NC(=C1)SSCCN